FC(C(=O)O)(F)F.NC1=NC(=CC(=N1)N1[C@@H](COCCC1)C1=C(C=C(C(=O)O)C=C1)Cl)C |r| (+-)-4-[4-(2-amino-6-methyl-pyrimidin-4-yl)-1,4-oxazepan-3-yl]-3-chloro-benzoic acid-trifluoroacetate salt